rac-3-(((1R,2R)-2-((tert-butyldimethylsilyl)oxy)cyclohexyl)amino)benzonitrile [Si](C)(C)(C(C)(C)C)O[C@H]1[C@@H](CCCC1)NC=1C=C(C#N)C=CC1 |r|